1'-((8-(difluoromethoxy)-5-fluoro-2-methyl-3-oxo-3,4-dihydroquinoxalin-6-yl)methyl)-2-fluoro-N-methyl-1',2',3',6'-tetrahydro-[3,4'-bipyridine]-6-carboxamide FC(OC=1C=C(C(=C2NC(C(=NC12)C)=O)F)CN1CCC(=CC1)C=1C(=NC(=CC1)C(=O)NC)F)F